2-[3-(2,6-diazaspiro[3.4]oct-6-yl)-1,2,4-triazin-6-yl]-5-(1H-pyrazol-4-yl)phenol dihydrochloride Cl.Cl.C1NCC12CN(CC2)C=2N=NC(=CN2)C2=C(C=C(C=C2)C=2C=NNC2)O